1,1,1,4,4,4-hexafluoro-2-(4-(methyl-d3)-3-(4,4,5,5-tetramethyl-1,3,2-dioxaborolan-2-yl)phenyl)butane-2,3-diol FC(C(C(C(F)(F)F)O)(O)C1=CC(=C(C=C1)C([2H])([2H])[2H])B1OC(C(O1)(C)C)(C)C)(F)F